PYRIMID-2-YL-PYRAZOLE N1=C(N=CC=C1)C1=NNC=C1